BrC1(COC1)Br dibromooxetane